ClC1=C(C(=O)O)C=CC(=C1)N1C[C@@H]2CNCC[C@@]2(C1=O)F cis-2-chloro-4-((3aS,7aR)-7a-fluoro-1-oxooctahydro-2H-pyrrolo[3,4-c]pyridin-2-yl)benzoic acid